(1S,2S,4R)-4-(5-(((benzyloxy)carbonyl)amino)-1-(tert-butyl)-1H-pyrazol-3-yl)-2-fluorocyclopentyl 1H-imidazole-1-carboxylate N1(C=NC=C1)C(=O)O[C@@H]1[C@H](C[C@@H](C1)C1=NN(C(=C1)NC(=O)OCC1=CC=CC=C1)C(C)(C)C)F